The molecule is an N-acyl-L-alanine resulting from the formal condensation of the amino group of L-alanine with the carboxy group of arachidonic acid. It has a role as a mammalian metabolite. It is a N-acyl-L-alanine and a N-(fatty acyl)-L-alpha-amino acid. It derives from an arachidonic acid. It is a conjugate acid of a N-arachidonoyl-L-alaninate. CCCCC/C=C\\C/C=C\\C/C=C\\C/C=C\\CCCC(=O)N[C@@H](C)C(=O)O